3-(4-(1-methylpiperidin-3-yl-oxy)phenyl)-1H-1,2,4-triazole-3,5-diamine CN1CC(CCC1)OC1=CC=C(C=C1)C1(NNC(=N1)N)N